FC(C(F)(F)F)F PENTAFLUORoETHAN